Di(4-methoxyphenyl)(p-tolyl)bismuthane COC1=CC=C(C=C1)[Bi](C1=CC=C(C=C1)C)C1=CC=C(C=C1)OC